C(#N)C(=C1C=2C(C(C=3C1=NON3)=C(C#N)C#N)=NON2)C#N 2-[8-(dicyanomethylidene)-[1,2,5]oxadiazolo[3,4-f][2,1,3]benzoxadiazol-4-ylidene]propanedinitrile